Racemic-6-(3-(2-((1-(4-fluorophenyl)ethyl)thio)acetyl)-3,8-diazabicyclo[3.2.1]octan-8-yl)nicotinonitrile FC1=CC=C(C=C1)C(C)SCC(=O)N1CC2CCC(C1)N2C2=NC=C(C#N)C=C2